O=C(C(=O)O)CS 2-oxo-3-sulfanylpropanoic acid